BrC(CC(C(=O)OC)C1=NC=C(C=C1)Br)=C methyl 4-bromo-2-(5-bromo-2-pyridyl)pent-4-enoate